CC1CCCOO1 2-methyl-3,4-dioxan